N-(2-methyl-1-oxo-1-((6-(trifluoromethoxy)benzo[d]thiazol-2-yl)amino)propan-2-yl)propanamide CC(C(NC=1SC2=C(N1)C=CC(=C2)OC(F)(F)F)=O)(C)NC(CC)=O